C(C)(=O)NC1=CC=C(C=C1)C(C(=O)O)CNC(=O)OC(C)(C)C 2-(4-acetamidophenyl)-3-((tert-butoxycarbonyl)amino)propanoic acid